[F-].C[NH+]1CC(CC1)CCC 1-Methyl-3-propylpyrrolidinium fluorid